N-(1-(7-(Fluoromethoxy)-2-methylquinolin-5-yl)cyclopropyl)-2-methyl-5-((1-methylazetidin-2-yl)methoxy)benzamide FCOC1=CC(=C2C=CC(=NC2=C1)C)C1(CC1)NC(C1=C(C=CC(=C1)OCC1N(CC1)C)C)=O